N-(1-deoxy-D-fructos-1-yl)pyroglutamic acid C(C(=O)[C@@H](O)[C@H](O)[C@H](O)CO)N1[C@@H](CCC1=O)C(=O)O